C(C(C)C)C1=CC=C(C=C1)C(C(=O)CS(=O)(=O)N)C 2-(4-isobutylphenyl)propanoylmethanesulfonamide